COC(\C=C\C(C(N1CCCCC1)=O)=O)=O (2E)-4,5-dioxo-5-(piperidin-1-yl)pent-2-enoic acid methyl ester